3-((3-methylenedecan-2-yl)oxy)propionitrile C=C(C(C)OCCC#N)CCCCCCC